6-fluoro-3-hydroxy-N-(3-(2-(methylthio)-1H-imidazol-4-yl)phenyl)-2-((1-oxoisoindolin-2-yl)methyl)benzamide FC1=CC=C(C(=C1C(=O)NC1=CC(=CC=C1)C=1N=C(NC1)SC)CN1C(C2=CC=CC=C2C1)=O)O